N1=CC(=CC=C1)C=1C=C(C=CC1)C=1C=C(C=CC1)C=1C=C(C=C(C1)C1=CC(=CC=C1)C1=CC(=CC=C1)C=1C=NC=CC1)C=1C=NC=CC1 3-(3,5-bis{m-[m-(3-pyridyl)phenyl]phenyl}phenyl)pyridine